OC1CCN(CC1)C1=NC=2N(C=C1)N=CC2C(=O)O 5-(4-Hydroxypiperidin-1-yl)pyrazolo[1,5-a]pyrimidine-3-carboxylic acid